5-(11-amino-9-methoxy-1,2,3,4-tetrahydro-6H-indolo[2,3-b]quinolin-6-yl)-2-methylpentane-2-ol NC1=C2C(=NC=3CCCCC13)N(C=1C=CC(=CC12)OC)CCCC(C)(O)C